FC(CN1[C@@H](C2=CC=C3C(=C2C[C@H]1C)C=NN3)C3=C(C=C(C=C3)NC3CNC3)OC)F N-(4-((6S,8R)-7-(2,2-difluoroethyl)-8-methyl-6,7,8,9-tetrahydro-3H-pyrazolo[4,3-f]isoquinolin-6-yl)-3-methoxyphenyl)azetidin-3-amine